C(C)N(CC)CCO N,N-diethyl-2-hydroxyethylamine